OC(C)(C)C(=O)C1=CC=CC=C1 phenyl 2-hydroxy-2-propyl ketone